4-{[5-ethynyl-3-(morpholin-4-yl)pyridin-2-yl]Oxy}-pyrrolidine-2-carboxylic acid C(#C)C=1C=C(C(=NC1)OC1CC(NC1)C(=O)O)N1CCOCC1